(R)-3-((5-chloro-1H-indol-2-yl)methyl)-1-(1-(5-fluoro-1-methyl-1H-pyrazole-3-carbonyl)piperidin-3-yl)-1-methylurea ClC=1C=C2C=C(NC2=CC1)CNC(N(C)[C@H]1CN(CCC1)C(=O)C1=NN(C(=C1)F)C)=O